C(C)(C)(C)OC(=O)N[C@H](COC=1C=C(C=CC1)CCCCCC(=O)O)CCC(N)=O 6-[3-[(2S)-2-[(tert-butoxycarbonyl)-amino]-4-carbamoylbutoxy]phenyl]hexanoic acid